methylene-6-((5-isopropyl-1-(3,4-dichlorobenzyl)imidazol-4-yl)methylene)piperazine-2,5-dione C=C1C(NC(C(N1)=O)=CC=1N=CN(C1C(C)C)CC1=CC(=C(C=C1)Cl)Cl)=O